1-hydroxy-2-azaspiro[4.5]decane-2-carboxylic acid tert-butyl ester C(C)(C)(C)OC(=O)N1C(C2(CC1)CCCCC2)O